(adamantan-1-yl)-2-hydroxyacetamide C12(CC3CC(CC(C1)C3)C2)C(C(=O)N)O